N=1N=CN(C1)C=1C=C(C(=O)N2CCC3(C(C3)CNC(=O)C3=CC=4C(=CN=CC4)O3)CC2)C=CC1 N-[[6-[3-(1,2,4-triazol-4-yl)benzoyl]-6-azaspiro[2.5]octan-2-yl]methyl]furo[2,3-c]pyridine-2-carboxamide